C(C1=CC=CC=C1)N(C=1C(=C(C=CC1[N+](=O)[O-])C1(CCNCC1)C(=O)N1CC(C1)(F)F)F)CC1=CC=CC=C1 {4-[3-(dibenzylamino)-2-fluoro-4-nitrophenyl]piperidin-4-yl}(3,3-difluoroazetidin-1-yl)-methanone